ClC1=CC=C(CNC2=NC=C(C(=N2)O)C(=O)NCC(=O)O)C=C1 2-(2-((4-chlorobenzyl)amino)-4-hydroxypyrimidine-5-carboxamido)acetic acid